O=C(C(CC1=CC=CC=C1)N1C(CCC1=O)=O)N1CCN(CC1)C1=CC(=CC=C1)C(F)(F)F 1-(1-Oxo-3-Phenyl-1-(4-(3-(Trifluoromethyl)Phenyl)Piperazin-1-yl)Propan-2-yl)Pyrrolidine-2,5-Dione